allyl-tributylphosphine chloride [Cl-].C(C=C)CCCCP(CCCC)CCCC